(S)-3-((S)-sec-butyl)-4-(1-methyl-1H-pyrazole-3-carbonyl)-1,3,4,5-tetrahydro-2H-benzo[e][1,4]diazepin-2-one [C@H](C)(CC)[C@@H]1N(CC2=C(NC1=O)C=CC=C2)C(=O)C2=NN(C=C2)C